CC(C)(C)S(=O)N[C@@H]1C=2N=C(SC2CC12CCNCC2)C 2-methyl-N-((S)-2-methyl-4,6-dihydrospiro[cyclopenta[d]thiazole-5,4'-piperidin]-4-yl)propane-2-sulfinamide